N[C@H]1CS(C2=C(N(C1=O)CC1=CC=C(C=C1)Cl)C=C(C(=C2)F)C=2OC(=NN2)C(CNC2COC2)(C)C)(=O)=O (3R)-3-amino-5-[(4-chlorophenyl)methyl]-7-[5-[1,1-dimethyl-2-(oxetan-3-ylamino)ethyl]-1,3,4-oxadiazol-2-yl]-8-fluoro-1,1-dioxo-2,3-dihydro-1lambda6,5-benzothiazepin-4-one